O1C(CC=C1[2H])=O 2(3H)-furanone-5-d